1-(4-fluoro-3-(trifluoromethyl)-phenyl)-3-((6-methoxy-1-methyl-1H-benzimidazol-7-yl)methyl)urea FC1=C(C=C(C=C1)NC(=O)NCC1=C(C=CC2=C1N(C=N2)C)OC)C(F)(F)F